1-((R)-3-(4-(((R)-1-(3-(difluoromethyl)-2-fluorophenyl)ethyl)amino)quinolin-6-yl)-3-methoxypyrrolidin-1-yl)ethan-1-one FC(C=1C(=C(C=CC1)[C@@H](C)NC1=CC=NC2=CC=C(C=C12)[C@]1(CN(CC1)C(C)=O)OC)F)F